O(CCC=O)CCC=O 3,3'-oxybis-1-propanal